N-(2-(7-oxa-1-azaspiro[4.4]non-3-en-4-yl)thieno[2,3-b]pyridin-4-yl)-6-fluorobenzo[d]thiazol-5-amine N1CC=C(C12COCC2)C2=CC=1C(=NC=CC1NC=1C(=CC3=C(N=CS3)C1)F)S2